O=C1N(C(CC1)=O)CCCCBr 4-(2,5-Dioxopyrrolidin-1-yl)butylbromide